N1=C(C=CC=C1)C1(CC1)C(=O)[O-] 1-(pyridin-2-yl)cyclopropane-1-carboxylate